4-isocyanato-1-methyl-2-(trifluoromethyl)benzene N(=C=O)C1=CC(=C(C=C1)C)C(F)(F)F